methyl 2-[1-[(3-fluorophenyl)methyl]-5-oxopyrrolidin-2-yl]propionate FC=1C=C(C=CC1)CN1C(CCC1=O)C(C(=O)OC)C